3-(4-methylpiperazine-1-yl)-propane CN1CCN(CC1)CCC